triazinonyl-carbazole N1=NNC(C(=C1)C1=CC=CC=2C3=CC=CC=C3NC12)=O